N-(5-(((2S,4R)-4-((5-chloropyrimidin-2-yl)oxy)-2-methylpyrrolidin-1-yl)methyl)-4-fluorothiazol-2-yl)acetamide ClC=1C=NC(=NC1)O[C@@H]1C[C@@H](N(C1)CC1=C(N=C(S1)NC(C)=O)F)C